(S)-2-(3-(4-fluorophenyl)-1-(7,8-dihydro-isoquinolin-4-yl)ethyl)ethane-1-sulfonamide FC1=CC=C(C=C1)C=1N=CC=2CCC=CC2C1[C@@H](C)CCS(=O)(=O)N